1-(9Z-octadecenoyl)-2-heptadecanoyl-glycero-3-phosphoserine CCCCCCCCCCCCCCCCC(=O)O[C@H](COC(=O)CCCCCCC/C=C\CCCCCCCC)COP(=O)(O)OC[C@@H](C(=O)O)N